CN(CCN1N=CC(=C1)C1=C2C(=NC=C1)N(C(N2C2CN(C2)C(C(=C)F)=O)=O)C2=CC=C(C=C2)C(F)(F)F)C 7-(1-(2-(dimethylamino)ethyl)-1H-pyrazol-4-yl)-1-(1-(2-fluoroacryloyl)azetidin-3-yl)-3-(4-(trifluoromethyl)phenyl)-1,3-dihydro-2H-imidazo[4,5-b]pyridin-2-one